5-Bromo-3-fluoropyridine-carbaldehyde BrC=1C=C(C(=NC1)C=O)F